FC1=C(N=C(C2=C1N=C(N=C2O)S(=O)C)OC(C)C)C2=CC(=CC1=CC=C(C(=C21)C#C[Si](C(C)C)(C(C)C)C(C)C)F)OCOC 8-Fluoro-7-(7-fluoro-3-(methoxymethoxy)-8-((triisopropylsilyl)ethynyl)naphthalen-1-yl)-5-isopropoxy-2-(methylsulfinyl)pyrido[4,3-d]pyrimidin-4-ol